ClC1=C2C(=C(NC2=CC=C1F)C(=O)N1CCN(CC1)C(COC(F)(F)F)=O)F 1-(4-(4-chloro-3,5-difluoro-1H-indole-2-carbonyl)piperazin-1-yl)-2-(trifluoromethoxy)ethan-1-one